[Br-].C(=O)(O)C(N1CC=C(C=C1)C1=CC=NC=C1)C(=O)O 1'-dicarboxymethyl-4,4'-bipyridine bromide